C(C)(=O)C=1C=CC(=NC1)COC1=CC=CC(=N1)C1CCN(CC1)CC1=NC2=C(N1C[C@H]1OCC1)C=C(C=C2)C(=O)OC methyl (S)-2-((4-(6-((5-acetylpyridin-2-yl) methoxy) pyridin-2-yl) piperidin-1-yl) methyl)-1-(oxetan-2-ylmethyl)-1H-benzo[d]imidazole-6-carboxylate